ClC=1C=C(C=C(C1)C(F)(F)F)C1(CC(=NO1)C1=CC=C(C2=CC=CC=C12)C(=O)O)C(F)(F)F 4-(5-(3-chloro-5-(trifluoromethyl)phenyl)-5-(trifluoromethyl)-4,5-dihydro-isoxazol-3-yl)-1-naphthoic acid